F[B-](C1(CC1)C1=CC=CC=C1)(F)F.[K+] potassium trifluoro(1-phenylcyclopropyl)borohydride